C(C)(=O)N1CC(C1)ONC([C@H](C)OC1=CC=C(C=C1)Cl)=O (2S)-N-[(1-acetylazetidin-3-yl)oxy]-2-(4-chlorophenoxy)propanamide